C(CCCCCCC)OC(CCCCCCCN(CCCCCCCC(=O)OCCCCCCCCC)CCO)OCCCCCCCC nonyl 8-((8,8-bis(octyloxy)octyl)(2-hydroxyethyl)amino)octanoate